2-acetamido-N-(4-bromo-5-methylthiazol-2-yl)benzamide C(C)(=O)NC1=C(C(=O)NC=2SC(=C(N2)Br)C)C=CC=C1